4,4'-dicarbazolylbiphenyl C1(=CC=CC=2C3=CC=CC=C3NC12)C1=CC=C(C=C1)C1=CC=C(C=C1)C1=CC=CC=2C3=CC=CC=C3NC12